2-(1-(3-chlorophenyl)-2-hydroxyethyl)-6-(2-((1-methyl-1H-pyrazol-5-yl)amino)pyrimidin-4-yl)-1,2-dihydro-3H-pyrrolo[1,2-c]imidazol-3-one ClC=1C=C(C=CC1)C(CO)N1C(N2C(C1)=CC(=C2)C2=NC(=NC=C2)NC2=CC=NN2C)=O